COC(=O)[C@H]1N(CCC1)CC (S)-1-ethylpyrrolidine-2-carboxylic acid methyl ester